O.O.C([C@@H](O)C)(=O)[O-].[Zn+2].C([C@@H](O)C)(=O)[O-] zinc L-(+)-lactate dihydrate